COC=1C=C(C=CC1)C=1N=C(SC1)C=1N=C(SC1)N (3-methoxyphenyl)-[2,4'-bithiazole]-2'-amine